COC=1C(NCC1)=O 3-methoxy-1,5-dihydro-2H-pyrrol-2-one